C(C)(=O)OC=1C(=NC=CC1OC)C(=O)N[C@@H](C)C(=O)O[C@@H](C)[C@@H](C)C1=CC=CC=C1 (2S,3s)-3-phenylbutan-2-yl (3-acetoxy-4-methoxypicolinoyl)-L-alaninate